tert-Butyl 5-oxa-2,8-diazaspiro[3.5]nonane-8-carboxylate C1NCC12OCCN(C2)C(=O)OC(C)(C)C